C(#CC)C1(CC=C(C=C1)C(C)C1=CC=C2C=NNC2=C1C(=O)N)OC(F)(F)F 6-(4-(propane-1-yn-1-yl)-1-(4-(trifluoromethoxy)phenyl)ethyl)-1H-indazole-7-carboxamide